P(=O)(OCC1C2=CC=CC=C2C=2C=CC=CC12)(OCC1C2=CC=CC=C2C=2C=CC=CC12)OCC=C(C#C)CO[Si](C1=CC=CC=C1)(C1=CC=CC=C1)C(C)(C)C (E)-bis((9H-fluoren-9-yl)methyl) (3-(((tert-butyldiphenylsilyl)oxy)methyl)pent-2-en-4-yn-1-yl) phosphate